((9-((2R,3S,4R,5R)-3-acetoxy-5-(acetoxymethyl)-4-fluorotetrahydrofuran-2-yl)-2-amino-8-oxo-8,9-dihydro-7H-purin-7-yl)methyl)thiophene-2-carboxylic acid methyl ester COC(=O)C=1SC=CC1CN1C(N(C2=NC(=NC=C12)N)[C@@H]1O[C@@H]([C@H]([C@H]1OC(C)=O)F)COC(C)=O)=O